(R)-1-(2-chloropyridin-3-yl)ethyl (1-methyl-4-(5-(3-methyloxetane-3-carboxamido) pyridin-2-yl)-1H-1,2,3-triazol-5-yl)carbamate CN1N=NC(=C1NC(O[C@H](C)C=1C(=NC=CC1)Cl)=O)C1=NC=C(C=C1)NC(=O)C1(COC1)C